1-(4-methylquinazolin-2-yl)-3-(3-(piperidin-1-yl)propyl)guanidine CC1=NC(=NC2=CC=CC=C12)NC(=N)NCCCN1CCCCC1